OC1CC(C1)CN(CCCCCCCC(=O)N(CCCCCCCCCC)CCCCCCCCCC)CCCCCCCC(=O)N(CCCCCCCCCC)CCCCCCCCCC 8,8'-((((1R,3R)-3-HYDROXYCYCLOBUTYL)METHYL)AZANEDIYL)BIS(N,N-DIDECYLOCTANAMIDE)